[11C]phosgene [11C](=O)(Cl)Cl